C(C)(C)(C)OC(=O)NC1=CC=C(C(=O)N[C@H](C(=O)OCC2=CC=CC=C2)CC(C)C)C=C1 (S)-benzyl 2-(4-(tert-butoxycarbonylamino)benzamido)-4-methylpentanoate